(S)-1-benzyl-N-(3-(3-bromophenyl)-1-(methylamino)-1-oxopropan-2-yl)-5-(p-tolyl)-1H-pyrazole-3-carboxamide C(C1=CC=CC=C1)N1N=C(C=C1C1=CC=C(C=C1)C)C(=O)N[C@H](C(=O)NC)CC1=CC(=CC=C1)Br